C(C1=CC=CC=C1)(C1=CC=CC=C1)SCC(=O)OCC(=O)O[C@H]1[C@@]2(CC[C@H]([C@@]([C@H]([C@@H]([C@@](C1)(C=C)C)O)C)([C@H]2C=O)C)C)C (1R,2R,4S,5S,6R,7S,8R,11R)-11-formyl-5-hydroxy-1,4,6,7,8-pentamethyl-4-vinylbicyclo[5.3.1]undecan-2-yl 2-(2-(benzhydrylthio)acetoxy)acetate